(4-(5-(tert-butyl)-1,3,4-oxadiazol-2-yl)-3-chlorophenyl)(4-(5-methyloxazolo[4,5-b]pyridin-2-yl)piperazin-1-yl)methanone C(C)(C)(C)C1=NN=C(O1)C1=C(C=C(C=C1)C(=O)N1CCN(CC1)C=1OC=2C(=NC(=CC2)C)N1)Cl